(E)-4-(dimethylamino)-N-(2-((2-(dimethylamino)ethyl)(methyl)amino)-4-methoxy-5-((4-(8-methylimidazo[1,5-a]pyridin-3-yl)pyrimidin-2-yl)amino)phenyl)but-2-enamide CN(C/C=C/C(=O)NC1=C(C=C(C(=C1)NC1=NC=CC(=N1)C1=NC=C2N1C=CC=C2C)OC)N(C)CCN(C)C)C